CC(C(C(=O)OC=1C(=NC(=NC1)Cl)NCC1=CC=C(C=C1)N1N=C(C=C1C)C(F)(F)F)=CC1CCCCC1)(C)C 2-chloro-4-[({4-[5-methyl-3-(trifluoromethyl)-1H-pyrazol-1-yl]phenyl}methyl)amino]pyrimidin-5-ol trimethyl-cyclohexyl-methacrylate